4-(2-fluorophenyl)-1-phenylbenzo[4,5]imidazo[1,2-a]pyridine FC1=C(C=CC=C1)C=1C=2N(C(=CC1)C1=CC=CC=C1)C1=C(N2)C=CC=C1